FC=1C=C(C=CC1F)C1NC(OC1)=O 4-(3,4-difluorophenyl)-2-oxazolidinone